ClC1=CC(=NC=C1)N1[C@H](CNCC1)C (2S)-1-(4-chloro-2-pyridyl)-2-methyl-piperazine